C1(=CC=CC=C1)C(=O)O[C@@H]([C@H]([C@@H](C(CO)=O)O)O)CO 5-O-(phenylcarbonyl)-D-fructose